6-bromo-3,4-dihydrocoumarin BrC=1C=C2CCC(OC2=CC1)=O